CCCCCCCCCCCCCCCCCCCCOC(=O)CCCCCCC/C=C\\CCCCCCCC The molecule is a wax ester obtained by the formal condensation of icosan-1-ol with oleic acid. It derives from an oleic acid and an icosan-1-ol.